(1r,4r)-4-(3-bromoanilino)-1'-methyl-2'-oxo-5'-phenyl-1',2'-dihydrospiro[cyclohexane-1,3'-indole]-4-carboxylic acid BrC=1C=C(NC2(CCC3(C(N(C4=CC=C(C=C34)C3=CC=CC=C3)C)=O)CC2)C(=O)O)C=CC1